methyl formylacetate C(=O)CC(=O)OC